CC(=O)N[C@@H]1[C@H]([C@@H]([C@H](O[C@H]1O)CO[C@@]2(C[C@H]([C@H]([C@H](O2)[C@@H](CO)O)O)O[C@@]3(C[C@H]([C@H]([C@H](O3)[C@@H](CO)O)O)O[C@@]4(C[C@H]([C@H]([C@H](O4)[C@@H](CO)O)O)O)C(=O)O)C(=O)O)C(=O)O)O)O The molecule is a tetrasaccharide consisting of three 3-deoxy-D-manno-oct-2-ulose residues and a single N-acetylglucosamine residue in a linear sequence, joined via alpha-linkages. It has a role as an epitope. It is an amino tetrasaccharide and a glucosamine oligosaccharide.